perfluoro-4-methyl-2-methylene-1,3-dioxolane FC1(OC(OC1(F)F)=C(F)F)C(F)(F)F